CS(=O)(=O)CC=O 2-methylsulfonylacetaldehyde